C(C1=CC=CC=C1)N1CC(N(CC1)CC1=C2C=CN(C2=C(C=C1OC)C)C(=O)OC(C)(C)C)C1=CC=C(C=C1)C(=O)OC tert-Butyl 4-((4-benzyl-2-(4-(methoxycarbonyl)phenyl)piperazin-1-yl)methyl)-5-methoxy-7-methyl-1H-indole-1-carboxylate